C(C)OC1=NC2=C(N1CCNC(C)=O)C=C(C=C2)OC N-(2-(2-ethoxy-6-methoxy-1H-benzimidazol-1-yl)ethyl)acetamide